tert-butyl 4-[6-[5-(1-methylcyclopropoxy)-2-(2-trimethylsilylethoxymethyl) indazol-3-yl]pyrimidin-4-yl]piperazine-1-carboxylate CC1(CC1)OC1=CC2=C(N(N=C2C=C1)COCC[Si](C)(C)C)C1=CC(=NC=N1)N1CCN(CC1)C(=O)OC(C)(C)C